ClC1=CC(=C(C=C1)C=1C=2N(N=C(C1)N1C[C@H](O[C@H](C1)C=1C=NN(C1)C1COC1)C)C(C(=C(N2)C)C)=O)F 9-(4-chloro-2-fluoro-phenyl)-2,3-dimethyl-7-[(2R,6S)-2-methyl-6-[1-(oxetan-3-yl)pyrazol-4-yl]morpholin-4-yl]pyrimido[1,2-b]pyridazin-4-one